pyrrolid methyl-3-(9-((4-(aminomethyl)-2,6-dimethylphenyl)carbamoyl)-4,5-dihydrobenzo[b]thieno[2,3-d]oxepin-8-yl)-6-(3,3-difluoropiperidine-1-carbonyl)picolinate COC(C1=NC(=CC=C1C=1C(=CC2=C(OCCC3=C2SC=C3)C1)C(NC1=C(C=C(C=C1C)CN)C)=O)C(=O)N1CC(CCC1)(F)F)=O.[N-]1C=CC=C1